NC=1C(=C(C=CC1F)NC(C1=C(C=CC(=C1)NC(=O)[C@@H]1C([C@H]1C1=CC(=CC=C1)S(F)(F)(F)(F)F)(Cl)Cl)Cl)=O)F trans-N-(3-Amino-2,4-difluorophenyl)-2-chloro-5-(2,2-dichloro-3-(3-(pentafluoro-λ6-sulfanyl)phenyl)cyclopropane-1-carboxamido)benzamide